C(C)(C)(C)OC(N[C@@H]1C(NC2=C(OC1)C=C1C(=C2)N=C(O1)C1CC1)=O)=O (S)-(2-cyclopropyl-6-oxo-5,6,7,8-tetrahydrooxazolo[4',5':4,5]Benzo[1,2-b][1,4]Oxazepin-7-yl)carbamic acid tert-butyl ester